4-[1-(1-Cyclopentyl-4,4-difluorobut-3-en-1-yl)-1H-pyrazol-4-yl]-7H-pyrrolo[2,3-d]-pyrimidine trifluoroacetate salt FC(C(=O)O)(F)F.C1(CCCC1)C(CC=C(F)F)N1N=CC(=C1)C=1C2=C(N=CN1)NC=C2